C(C1=CC=CC=C1)OC(=O)N1CCC(CC1)(C#C[Si](C)(C)C)O 4-hydroxy-4-(2-trimethylsilylethynyl)piperidine-1-carboxylic acid benzyl ester